COCCC(C(=O)O)=C.C(C=C)(=O)OCCOC methoxyethyl acrylate (Methoxyethyl acrylate)